silver tetradecenoate C(C=CCCCCCCCCCCC)(=O)[O-].[Ag+]